[Br-].C(CCCCCCCCCCCCCCC)[N+](C)(C)C cetyl-trimethylammonium bromide salt